C(C=C)OC1=NN(C2=CC(=CC=C12)NC1=NC=C(C(=N1)NC(CO)C1=CC=CC=C1)C1=NC(=NO1)C12CCN(CC1)CC2)C 2-((2-((3-(allyloxy)-1-methyl-1H-indazol-6-yl)amino)-5-(3-(quinuclidin-4-yl)-1,2,4-oxadiazol-5-yl)pyrimidin-4-yl)amino)-2-phenylethan-1-ol